2-[4-[5-[(2,6-dioxo-3-piperidyl)amino]-3-fluoro-2-pyridyl]-1-piperidyl]acetic acid tert-butyl ester C(C)(C)(C)OC(CN1CCC(CC1)C1=NC=C(C=C1F)NC1C(NC(CC1)=O)=O)=O